FC(C1=NNC=C1C1=NC2=CC=C3C(=C2C=2CCC(CC12)C#N)C=NN3)(F)F 7-(3-(trifluoromethyl)-1H-pyrazol-4-yl)-8,9,10,11-tetrahydro-3H-pyrazolo[4,3-a]phenanthridine-9-carbonitrile